5-(2-amino-[1,2,4]triazolo[1,5-a]pyridin-7-yl)-N-(3-fluoro-2-(morpholinomethyl)benzyl)-2-methoxynicotinamide NC1=NN2C(C=C(C=C2)C=2C=NC(=C(C(=O)NCC3=C(C(=CC=C3)F)CN3CCOCC3)C2)OC)=N1